C(C)C(=C)[Sn](CCCC)(CCCC)CCCC (1-ethylvinyl)tributyl-tin